(+/-)-5-[4-(2,6-difluoro-4-{[5-(hydroxymethyl)-5-methyl-5,6-dihydro-4H-1,3-oxazin-2-yl]amino}phenoxy)-1H-pyrrolo[2,3-b]pyridin-3-yl]-2-methoxybenzonitrile FC1=C(OC2=C3C(=NC=C2)NC=C3C=3C=CC(=C(C#N)C3)OC)C(=CC(=C1)NC=1OC[C@@](CN1)(C)CO)F |r|